methyl 4-acetoxy-8-bromo-5,6-difluoro-naphthalene-2-carboxylate C(C)(=O)OC1=CC(=CC2=C(C=C(C(=C12)F)F)Br)C(=O)OC